(1R*,2S*)-2-(Toluene-4-sulfonyl)-cyclopentanecarboxylic acid benzo[1,3]dioxol-5-ylmethyl-(4,4-difluoro-cyclohexyl)-amide O1COC2=C1C=CC(=C2)CN(C(=O)[C@@H]2[C@H](CCC2)S(=O)(=O)C2=CC=C(C)C=C2)C2CCC(CC2)(F)F |o1:13,14|